N1(CCNCC1)C=1N=CC=2CCNCC2C1 3-(piperazin-1-yl)-5,6,7,8-tetrahydro-2,6-naphthyridine